C(C)(C)(CC)O tert.amyl alcohol